C1CCC2=CC(=CC=C12)CCC(=O)N(CC=1SC=CC1)CC 3-(2,3-dihydro-1H-inden-5-yl)-N-ethyl-N-(thiophen-2-ylmethyl)propanamide